7-(3-morpholinopropoxy)-N-(5-nitrothiazol-2-yl)-2-phenylquinoline-4-carboxamide O1CCN(CC1)CCCOC1=CC=C2C(=CC(=NC2=C1)C1=CC=CC=C1)C(=O)NC=1SC(=CN1)[N+](=O)[O-]